The molecule is a hydroxamic acid that is (3S)-N-hydroxy-2,2-dimethylthiomorpholine-3-carboxamide in which the hydrogen attached to the thiomorpholine nitrogen has been replaced by a [4-(pyridin-4-yloxy)phenyl]sulfonyl group. It is a selective inhibitor with of matrix metalloproteinases (MMPs) 2, 3, 9, 13, and 14. It has a role as an antineoplastic agent, a matrix metalloproteinase inhibitor and an EC 3.4.24.35 (gelatinase B) inhibitor. It is a hydroxamic acid, a member of thiomorpholines, a sulfonamide, an aromatic ether and a member of pyridines. It is a conjugate base of a prinomastat(1+). CC1([C@@H](N(CCS1)S(=O)(=O)C2=CC=C(C=C2)OC3=CC=NC=C3)C(=O)NO)C